C(C)C1=C2C(=CC(=C1)O2)CC 2,6-diethyl-1,4-phenylene oxide